ClC=1C=C2CO[C@]3(O[C@@H]([C@H]([C@@H]([C@H]3O)O)O)C)C2=CC1C1=CC(=C(C=C1)OCC)F (1S,3'R,4'S,5'S,6'R)-5-chloro-6-(4-ethyloxyl-3-fluorophenyl)-6'-methyl-3',4',5',6'-tetrahydro-3H-spiro[isobenzofuran-1,2'-pyran]-3',4',5'-triol